N2-[[2,3-difluoro-4-(2-pyrrolidin-1-ylethoxy)phenyl]methyl]-6-(1-tetrahydropyran-2-ylindazol-6-yl)-1,3,5-triazine-2,4-diamine FC1=C(C=CC(=C1F)OCCN1CCCC1)CNC1=NC(=NC(=N1)N)C1=CC=C2C=NN(C2=C1)C1OCCCC1